CC1C(NC2=CC=CC=3C=C(N1C32)C(=O)O)=O 11-methyl-10-oxo-1,9-diazatricyclo[6.3.1.04,12]dodeca-2,4(12),5,7-tetraene-2-carboxylic acid